F[P-](F)(F)(F)(F)F.C1(=CC=CC=C1)C1OC(=CC(=C1)C1=CC=CC=C1)C1=CC=CC=C1 2,4,6-triphenylpyrane hexafluorophosphate salt